C(CCCCCCC\C=C/CCCCCC)(=O)OC\C=C(/C)\CCC=C(C)C Geranyl palmitoleate